C(C1=CC=CC=C1)(=O)O[C@@H]1[C@](O[C@H](C1)N1C2=NC(=NC(=C2N=C1)N)F)(CO)C#C (2R,3S,5R)-5-(6-amino-2-fluoro-9H-purin-9-yl)-2-ethynyl-2-(hydroxymethyl)tetrahydrofuran-3-yl benzoate